4-(4-dimethylaminophenyl)-2-sulfanyl-3,4-dihydro-1H-chromeno[4,3-d]pyrimidin-5-one CN(C1=CC=C(C=C1)C1C2=C(NC(N1)S)C=1C=CC=CC1OC2=O)C